2,3-Bis(benzyloxy)phenol C(C1=CC=CC=C1)OC1=C(C=CC=C1OCC1=CC=CC=C1)O